ClC1=C(C(=O)NC2(CCN(CC2)C=2N=CC(=NC2)C=2C=3N(C=C(C2)OC[C@@H]2CN(CCO2)C(=O)OC(C)(C)C)N=CC3C#N)C)C(=CC=C1)C tert-butyl (S)-2-(((4-(5-(4-(2-chloro-6-methylbenzamido)-4-methylpiperidin-1-yl)pyrazin-2-yl)-3-cyanopyrazolo[1,5-a]pyridin-6-yl)oxy)methyl)morpholine-4-carboxylate